COC(=O)[C@@]1([C@@H](CC2CC2C1)C(=O)O)C (3r,4s)-4-(methoxycarbonyl)-4-methylbicyclo[4.1.0]heptane-3-carboxylic acid